trans-bicyclo[3.3.0]octane [C@@H]12CCC[C@@H]2CCC1